3-FORMYLPHENYL 3-CHLORO-1-BENZOTHIOPHENE-2-CARBOXYLATE ClC1=C(SC2=C1C=CC=C2)C(=O)OC2=CC(=CC=C2)C=O